(S,E)-3-(hept-3-en-2-yl)-5-phenylpyridine C[C@@H](\C=C\CCC)C=1C=NC=C(C1)C1=CC=CC=C1